5-(8-fluoro-6-hydroxy-2-{2-[(propan-2-yl)oxy]ethyl}-1,2,3,4-tetrahydroisoquinolin-7-yl)-1λ6,2,5-thiadiazolidine-1,1,3-trione FC=1C(=C(C=C2CCN(CC12)CCOC(C)C)O)N1CC(NS1(=O)=O)=O